(6aR)-8-acryloyl-4-chloro-1-(3,3-dimethylpyrrolidin-1-yl)-3-(2-fluoro-6-hydroxyphenyl)-6,6a,7,8,9,10-hexahydro-12H-pyrazino[2,1-c]pyrido[3,4-f][1,4]oxazepin-12-one C(C=C)(=O)N1C[C@@H]2COC3=C(C(N2CC1)=O)C(=NC(=C3Cl)C3=C(C=CC=C3O)F)N3CC(CC3)(C)C